(2R,3R,4S,5R,6R)-4-(4-(2,3-difluoro-4-methylphenyl)-1H-1,2,3-triazol-1-yl)-2-(hydroxymethyl)-5-methoxy-6-((1-(spiro[2.3]hex-5-yl)-1H-1,2,3-triazol-4-yl)methyl)tetrahydro-2H-pyran-3-ol FC1=C(C=CC(=C1F)C)C=1N=NN(C1)[C@H]1[C@H]([C@H](O[C@@H]([C@@H]1OC)CC=1N=NN(C1)C1CC2(CC2)C1)CO)O